FC(CCC1=NN=C(O1)C(=O)[O-])(F)F.[Li+] lithium 5-(3,3,3-trifluoropropyl)-1,3,4-oxadiazole-2-carboxylate